(7-((4-(1-isopropyl-1H-pyrazol-4-yl)-5-methylpyrimidin-2-yl) amino)-1,2,3,4-tetrahydroisoquinolin-2-yl) butyrate C(CCC)(=O)ON1CC2=CC(=CC=C2CC1)NC1=NC=C(C(=N1)C=1C=NN(C1)C(C)C)C